COC1=C(C=C(C(=O)O)C=C1)S(NC1=C(C=CC(=C1)C(F)(F)F)N1CCN(CC1)C)(=O)=O 4-methoxy-3-(N-(2-(4-methylpiperazin-1-yl)-5-(trifluoromethyl)phenyl)sulfamoyl)benzoic acid